ClC1=CC=C(S1)CNC1=CC(=NN1C(C(C)(C)C)=O)C1NCCN(C1)S(=O)(=O)C 1-(5-{[(5-chlorothiophen-2-yl)methyl]amino}-3-(4-methanesulfonylpiperazin-2-yl)-1H-pyrazol-1-yl)-2,2-dimethylpropan-1-one